N1(C=NC2=C1C=CC=C2)C2=CC=C(C=C2)[NH-] (4-benzimidazol-1-ylphenyl)amid